((1,3-bis(3-fluoro-9H-carbazol-9-yl)propan-2-yl)oxy)-2-propanol FC=1C=CC=2N(C3=CC=CC=C3C2C1)CC(CN1C2=CC=CC=C2C=2C=C(C=CC12)F)OCC(C)O